2-(4-acetylphenyl)-7,7-dimethyl-1,3-dioxo-2,3,5,12b-tetrahydro-1H,7H-chromeno[4,3-c][1,2,4]triazolo[1,2-a]pyridazin-10-yl (2-((tert-butoxycarbonyl)amino)ethyl)(ethyl)carbamate C(C)(C)(C)OC(=O)NCCN(C(OC=1C=CC2=C(C1)OC(C=1C2N2N(CC1)C(N(C2=O)C2=CC=C(C=C2)C(C)=O)=O)(C)C)=O)CC